NC=1C(=C(C=C2C=C(N=CC12)NC(=O)NC1CC(C1)C#N)C=1C=NC=2CCCNC2C1C)F 1-(8-Amino-7-fluoro-6-(4-methyl-5,6,7,8-tetrahydro-1,5-naphthyridin-3-yl)isoquinolin-3-yl)-3-(3-cyanocyclobutyl)urea